4-chloro-5-methyl-5,6-dihydropyrido[4',3':4,5]thieno[2,3-d]pyrimidine-7(8H)-carboxylic acid tert-butyl ester C(C)(C)(C)OC(=O)N1CC2=C(C3=C(N=CN=C3Cl)S2)C(C1)C